C(#N)C1=CC=C(OC2=CC(=NC=C2)C(=O)N[C@@H]2C(N(C3=C(OC2)C=C(C=C3)C#CC(C)(C)O)C)=O)C=C1 (S)-4-(4-cyanophenoxy)-N-(8-(3-hydroxy-3-methylbut-1-yn-1-yl)-5-methyl-4-oxo-2,3,4,5-tetrahydrobenzo[b][1,4]oxazepin-3-yl)pyridineamide